FC1=CC(=CC=C1C)F 2,6-difluoro-3-methylbenzene